3-(5-isopropyl-2,6-dioxo-1,2,3,6-tetrahydropyrimidine-4-carbonyl)-5-methylbenzamide C(C)(C)C1=C(NC(NC1=O)=O)C(=O)C=1C=C(C(=O)N)C=C(C1)C